C(#N)C=1C=NN2C1C(=NC(=C2)C2=CC=C(C=C2)N2CCNCC2)C=2C=CC(=NC2)N2CCC(CC2)(C(=O)NC(C)C)CC 1-(5-(3-cyano-6-(4-(piperazin-1-yl)phenyl)pyrazolo[1,5-a]pyrazin-4-yl)pyridin-2-yl)-4-ethyl-N-isopropylpiperidine-4-carboxamide